[Cl-].C1(CC1)N1N=CC(=C1)C1C[NH2+]CCO1 2-(1-cyclopropyl-pyrazol-4-yl)morpholin-4-ium chloride